6-chloro-N-(4-((6-fluoro-1,7-dimeth-yl-1H-benzo[d][1,2,3]triazol-5-yl)-oxy)-3-methylphenyl)pyrido[3,2-d]pyrimidin-4-amine ClC=1C=CC=2N=CN=C(C2N1)NC1=CC(=C(C=C1)OC1=CC2=C(N(N=N2)C)C(=C1F)C)C